O[C@H]1[C@H](O[C@@H]([C@@H](C1)O)OC)CO (2R,3R,5R,6S)-3,5-dihydroxy-2-(hydroxymethyl)-6-methoxytetrahydro-4H-pyrane